(Tetrahydrofuran-2,5-diyl)dimethanamin O1C(CCC1CN)CN